FC1=C(C=CC(=C1)C(F)(F)F)C1(OC2=C(O1)C=CC=C2C2=CC=C(CC1=NC3=C(N1C[C@H]1OCC1)C=C(C=C3)C(=O)O)C=C2)C 2-(4-(2-(2-fluoro-4-(trifluoromethyl)phenyl)-2-methylbenzo[d][1,3]dioxol-4-yl)benzyl)-1-(((S)-oxetan-2-yl)methyl)-1H-benzo[d]imidazole-6-carboxylic acid